ONC(CC=1C(=NNC1C1=CC=CC=C1)C=1C=C(C(=O)O)C=CC1)=O 3-[4-[2-(hydroxyamino)-2-oxo-ethyl]-5-phenyl-1H-pyrazol-3-yl]Benzoic acid